Racemic-7-(2,6-Difluorobenzyl)-3-(2-fluorophenyl)-1-oxa-2,7-diazaspiro[4.4]non-2-en-6-one FC1=C(CN2C([C@]3(CC(=NO3)C3=C(C=CC=C3)F)CC2)=O)C(=CC=C1)F |r|